Dititanium trioxide [O-2].[O-2].[O-2].[Ti+4].[Ti+4]